(1R,19S,25S,28S)-N-((R)-1-(4-carbamimidoylthiophen-2-yl)ethyl)-17,20,23-trioxo-19-(2-phenoxyethyl)-3-oxa-18,21,24-triazatricyclo[22.2.2.01,25]octacosane-28-carboxamide C(N)(=N)C=1C=C(SC1)[C@@H](C)NC(=O)[C@@H]1C[C@@]23COCCCCCCCCCCCCCC(N[C@H](C(NCC(N1[C@H]2C3)=O)=O)CCOC3=CC=CC=C3)=O